C1(CCC1)C(=O)N1CCN([C@]2(C1)CCN(C(CC2)=O)CC(=O)O)C (S)-2-(4-(cyclobutanecarbonyl)-1-methyl-10-oxo-1,4,9-triazaspiro[5.6]dodecan-9-yl)acetic acid